tert-butyl-4-(4-cyano-2-((4-(trifluoromethyl)pyrimidin-2-yl)amino)phenyl)piperazine C(C)(C)(C)N1CCN(CC1)C1=C(C=C(C=C1)C#N)NC1=NC=CC(=N1)C(F)(F)F